5-(3-isopropyl-5-(1-(2-methyl-2-(methylamino)propionyl)piperidin-4-yl)-1H-indol-2-yl)-1,3-dimethylpyridin-2(1H)-one C(C)(C)C1=C(NC2=CC=C(C=C12)C1CCN(CC1)C(C(C)(NC)C)=O)C=1C=C(C(N(C1)C)=O)C